2,4,6-trimethylbenzylphenylphosphinic acid ethyl ester C(C)OP(=O)(C1=CC=CC=C1)CC1=C(C=C(C=C1C)C)C